C(#N)C=1C=C(C=NC1N1N=CC=N1)NC(=O)C=1C=NN(C1C(F)(F)F)C1=NN(C2=CC=CC=C12)C N-(5-Cyano-6-(2H-1,2,3-triazol-2-yl)pyridin-3-yl)-1-(1-methyl-1H-indazol-3-yl)-5-(trifluoromethyl)-1H-pyrazol-4-carboxamid